N-ethyl-p-methylcyclohexylamine C(C)NC1CCC(CC1)C